CN(C(=O)NC=1SC=C(N1)[C@@H]1N(CCC1)C1=CC=CC=C1)CC1=CC=NC=C1 (R)-1-methyl-3-(4-(1-phenylpyrrolidin-2-yl)thiazol-2-yl)-1-(pyridin-4-ylmethyl)urea